methyl 3-(9-((4-(aminomethyl)-2-iodophenyl)carbamoyl)-4,5-dihydrobenzo[b]thieno[2,3-d]oxepin-8-yl)-6-(propylcarbamoyl)picolinate NCC1=CC(=C(C=C1)NC(=O)C1=CC2=C(OCCC3=C2SC=C3)C=C1C=1C(=NC(=CC1)C(NCCC)=O)C(=O)OC)I